1-(4-(1,4-dimethyl-1H-pyrazol-5-yl)-5-fluoropyrimidin-2-yl)-N-(methyl-d3)-N-((2,3,5-trifluorophenyl)methyl-d2)piperidine-4-carboxamide Trisodium Phosphate P(=O)([O-])([O-])[O-].[Na+].[Na+].[Na+].CN1N=CC(=C1C1=NC(=NC=C1F)N1CCC(CC1)C(=O)N(C([2H])([2H])C1=C(C(=CC(=C1)F)F)F)C([2H])([2H])[2H])C